4-[(3R)-3-(ethylamino)pyrrolidin-1-yl]-N-{8-fluoro-2-methylimidazo[1,2-a]pyridin-6-yl}-2-(2-methoxyethyl)indazole-7-carboxamide C(C)N[C@H]1CN(CC1)C=1C2=CN(N=C2C(=CC1)C(=O)NC=1C=C(C=2N(C1)C=C(N2)C)F)CCOC